3-((4-((2-(methylamino)-4-(naphthalen-2-yl)thiazol-5-yl)oxy)pyridin-2-yl)amino)benzenesulfonamide CNC=1SC(=C(N1)C1=CC2=CC=CC=C2C=C1)OC1=CC(=NC=C1)NC=1C=C(C=CC1)S(=O)(=O)N